4-(2-methoxy-5-(((tetrahydro-2H-pyran-2-yl)oxy)methyl)phenyl)-6-methylnicotinate COC1=C(C=C(C=C1)COC1OCCCC1)C1=CC(=NC=C1C(=O)[O-])C